4-(difluoromethoxy)-3-(pyridin-2-yl)benzonitrile FC(OC1=C(C=C(C#N)C=C1)C1=NC=CC=C1)F